C(#N)C=1C=C(C=CC1)C=1N=C(SC1C1=CC(=NC(=C1)C)C)NC(=O)N1CC(C1)C(=O)O 1-[[4-(3-cyanophenyl)-5-(2,6-dimethyl-4-pyridinyl)thiazol-2-yl]carbamoyl]azetidine-3-carboxylic acid